Ethyl (2S)-2-hydroxypropionate O[C@H](C(=O)OCC)C